(S)-3-((tert-butoxycarbonyl)(methyl)amino)-2,3-dihydrobenzofuran-6-carboxylic Acid C(C)(C)(C)OC(=O)N([C@@H]1COC2=C1C=CC(=C2)C(=O)O)C